CO[C@H]1[C@@H](C=2N(CC1)C(=NN2)[C@@H]2C[C@@H](CCC2)NC2=NC=C(C(=N2)OC2COC2)C(F)(F)F)C(F)(F)F N-[(1R,3S)-3-[(7R,8R)-7-methoxy-8-(trifluoromethyl)-5,6,7,8-tetrahydro-[1,2,4]triazolo[4,3-a]pyridin-3-yl]cyclohexyl]-4-(oxetan-3-yloxy)-5-(trifluoromethyl)pyrimidin-2-amine